C(C1=CC=CC=C1)N1CC[C@H](C1)O benzyl-(2S,4R)-4-hydroxypyrrolidine